Tert-butyl-((7R)-2-(2-(6-acetyl-1-(cyclopropylmethyl)-1H-pyrrolo[2,3-b]pyridin-2-yl)-4-methoxy-3-methylbenzofuran-6-carbonyl)-2-azabicyclo[2.2.1]hept-7-yl) carbamate C(N)(O[C@H]1C2(N(CC1CC2)C(=O)C2=CC1=C(C(=C(O1)C1=CC=3C(=NC(=CC3)C(C)=O)N1CC1CC1)C)C(=C2)OC)C(C)(C)C)=O